BrCCOCCOCCOCC(=O)OC(C)(C)C tert-butyl 2-(2-(2-(2-bromoethoxy)ethoxy)ethoxy)acetate